5-(4-fluorophenyl)-1H-pyrrole-3-carbonitrile FC1=CC=C(C=C1)C1=CC(=CN1)C#N